9-(5-chlorothiophen-2-yl)-3,4-dihydropyrido[2,1-c][1,2,4]thiadiazine 2,2-dioxide ClC1=CC=C(S1)C1=CC=CN2C1=NS(CC2)(=O)=O